(S)-6-(2,5-diaminopentyl)-3-fluoro-5,8-dihydrobenzo[5,6]azepino[3,4-b]indol-7(6H)-one hydrochloride salt Cl.N[C@H](CN1C(C=2NC=3C=CC=CC3C2C2=C(C1)C=C(C=C2)F)=O)CCCN